sodium ((5-(4-(((1,3-dihydroxy-2-(hydroxymethyl)propan-2-yl)amino)methyl)phenoxy)-1,3-phenylene)bis(ethane-2,1-diyl))bis(phosphonate) OCC(CO)(CO)NCC1=CC=C(OC=2C=C(C=C(C2)CCP([O-])([O-])=O)CCP([O-])([O-])=O)C=C1.[Na+].[Na+].[Na+].[Na+]